methyl 2-[2-(1,3-dioxolan-2-yl)-3-[(4-methoxyphenyl)methoxy] phenyl]acetate O1C(OCC1)C1=C(C=CC=C1OCC1=CC=C(C=C1)OC)CC(=O)OC